tert-butyl-4-[4-[3-cyano-4-(6-morpholino-3-pyridyl)pyrazolo[1,5-a]pyridin-6-yl]phenyl]piperazine-1-carboxylate C(C)(C)(C)OC(=O)N1CCN(CC1)C1=CC=C(C=C1)C=1C=C(C=2N(C1)N=CC2C#N)C=2C=NC(=CC2)N2CCOCC2